Cl.NCC=1C=NN(C1)CC1=CC2=C(C(=NO2)NS(=O)(=O)C2=C(C=C(C(=O)NC)C=C2)OC)C(=C1)OC 4-(N-(6-((4-(aminomethyl)-1H-pyrazol-1-yl)methyl)-4-methoxybenzo[d]isoxazol-3-yl)sulfamoyl)-3-methoxy-N-methylbenzamide hydrochloride